(R)-1-(4,4-dimethylisochroman-1-yl)-N-methyl-methylamine CC1(CO[C@H](C2=CC=CC=C12)CNC)C